5-(6-chloropyridin-3-yl)oxazol ClC1=CC=C(C=N1)C1=CN=CO1